CC=1C=C(C=C(C1)C)CCC[C@H](N)C(=O)O 5-(3,5-dimethylphenyl)-L-norvaline